(S)-N-(3-bromopropyl)-N-(4-chloro-2-fluorophenyl)-1-(6-methyl-4-(trifluoromethyl)pyridin-2-yl)pyrrolidine-2-carboxamide BrCCCN(C(=O)[C@H]1N(CCC1)C1=NC(=CC(=C1)C(F)(F)F)C)C1=C(C=C(C=C1)Cl)F